C1(=CC=CC=C1)S(=O)(=O)N1[C@@H](CCC1)C(=O)N[C@@H](CCOC1CC(C1)CCC1=NC=2NCCCC2C=C1)C(=O)O N-((phenylsulfonyl)-L-prolyl)-O-((1R,3R)-3-(2-(5,6,7,8-tetrahydro-1,8-naphthyridin-2-yl)ethyl)cyclobutyl)-L-homoserine